CC(=O)N(C)C methyl-N,N-dimethylformamide